C1(=CC=CC2=CC3=CC=CC=C3C=C12)S(=O)(=O)O anthraceneyl-sulfonic acid